(1R)-2-((6-((R)-3-(2-ethoxyphenoxy)piperidin-1-yl)pyrazin-2-yl)carbamoyl)cyclopentane-1-carboxylic acid C(C)OC1=C(O[C@H]2CN(CCC2)C2=CN=CC(=N2)NC(=O)C2[C@@H](CCC2)C(=O)O)C=CC=C1